5-bromo-2-fluoro-1-benzofuran BrC=1C=CC2=C(C=C(O2)F)C1